BrC=1C=C(C=CC1[N+](=O)[O-])N1CCOCC1 4-(3-bromo-4-nitrophenyl)morpholine